2-fluoro-5-methoxy-N-(1-methyl-hexahydropyridin-4-yl)benzamide FC1=C(C(=O)NC2CCN(CC2)C)C=C(C=C1)OC